3-{4-[(3,4-dichlorophenyl)sulfamoyl]phenyl}-1-(pyridin-3-ylmethyl)urea ClC=1C=C(C=CC1Cl)NS(=O)(=O)C1=CC=C(C=C1)NC(NCC=1C=NC=CC1)=O